4-bromo-6-methoxyquinoline BrC1=CC=NC2=CC=C(C=C12)OC